2-methyl-3-oxo-3-phenylpropanal CC(C=O)C(C1=CC=CC=C1)=O